8-((S or R)-4-((1R,5S)-3,8-diazabicyclo[3.2.1]octan-3-yl)-6-chloro-2-(3-(dimethyl-amino)azetidin-1-yl)-8-fluoro-quinazolin-7-yl)quinolin-6-ol [C@H]12CN(C[C@H](CC1)N2)C2=NC(=NC1=C(C(=C(C=C21)Cl)C=2C=C(C=C1C=CC=NC21)O)F)N2CC(C2)N(C)C